C(CCCCCCCCCCCCCCCCCCCCCCCCCCC)(=O)OCC(OC(CCCCCCCCCCCCCCCCCCCCCCCCCCC)=O)COC(CCCCCCCCCCCCCCCCCCCCCCCCCCC)=O glycerin trimontanate